ClC=1C=C(C=O)C=C(C1)C(C)(C)O 3-chloro-5-(2-hydroxy-propan-2-yl)benzaldehyde